C1(=CC=CC=C1)C(C)(O)C1=CC=C(C=C)C=C1 4-(1-phenyl-1-hydroxyethyl)styrene